6-Bromo-3-[difluoro(methoxy)methyl]-[1,2,4]triazolo[4,3-a]pyridine BrC=1C=CC=2N(C1)C(=NN2)C(OC)(F)F